CC1=NC(=CC(=N1)NC1=NN2C(C=C(C=C2)C2=C(C=NC(=C2)CC)OCC(C#N)(C)C)=C1)C 3-[[4-[2-[(2,6-dimethylpyrimidin-4-yl)amino]pyrazolo[1,5-a]pyridin-5-yl]-6-ethyl-3-pyridyl]oxy]-2,2-dimethyl-propanenitrile